O=C1OCCC(C1)C(=O)N 2-oxotetrahydro-2H-pyran-4-carboxamide